C12CC(=CCC1C2(C)CC(=O)O)CC(=O)O 3-carene-9,10-dicarboxylic acid